BrC1=C2CCN([C@@H](C2=C(C=C1)O[C@@H](C)C=1N=NN(C1)C(C)C)CN1C(C2=CC=CC=C2C1)=O)C(=O)C1CCCCC1 (1S,2R)-2-((1S)-5-Bromo-8-(1-(1-isopropyl-1H-1,2,3-triazol-4-yl)ethoxy)-1-((1-oxoisoindolin-2-yl)methyl)-1,2,3,4-tetrahydroisochinolin-2-carbonyl)cyclohexan